N-(3-fluoro-5-(5-((1s,2r)-2-fluorocyclopropyl)-1,2,4-oxadiazol-3-yl)-2-methylphenyl)-6-(4-methylpiperazin-1-yl)imidazo[1,2-a]pyridine-3-carboxamide FC=1C(=C(C=C(C1)C1=NOC(=N1)[C@H]1[C@@H](C1)F)NC(=O)C1=CN=C2N1C=C(C=C2)N2CCN(CC2)C)C